C1(C(=CC(C=C1)=O)C(CCCCC)(N=C1NN=NC(=C1CCC1=CC=CC=C1)C=1NC=CC1)C=1C(C=CC(C1)=O)=O)=O bis-benzoquinonylAzolylphenylethylhexyliminotriazine